COC(=O)C1=C(C2(N3C(=CC=C3C1=O)C1=CC=CC=C1)CCCC2)O 6'-Hydroxy-8'-oxo-3'-phenyl-8'H-spiro[cyclopentane-1,5'-indolizine]-7'-carboxylic acid methyl ester